FC1=C(C=CC=C1)C1=NC2=CC=C(C=C2C=C1C1=C(C=CC=C1)F)NC(=O)NC[C@@H](CC)O (R)-1-(2,3-bis(2-fluorophenyl)quinolin-6-yl)-3-(2-hydroxybutyl)urea